(R)-3-(1-((5-fluoro-7-(3-hydroxy-3-methylazetidin-1-yl)-4-methylphthalazin-1-yl)amino)ethyl)-2-methylbenzonitrile FC1=C2C(=NN=C(C2=CC(=C1)N1CC(C1)(C)O)N[C@H](C)C=1C(=C(C#N)C=CC1)C)C